3-amino-N-(2-{9-amino-2-methyl-1,4-dioxa-7-azaspiro[4.4]nonan-7-yl}-5,6,7,8-tetrahydroquinolin-6-yl)-6-methylthieno[2,3-b]pyridine-2-carboxamide NC1=C(SC2=NC(=CC=C21)C)C(=O)NC2CC=1C=CC(=NC1CC2)N2CC1(OCC(O1)C)C(C2)N